2-methoxy-4-morpholinyl-N-((5-(thiophen-2-yl)-1,3,4-oxadiazol-2-yl)methyl)benzamide COC1=C(C(=O)NCC=2OC(=NN2)C=2SC=CC2)C=CC(=C1)N1CCOCC1